1-(2-(4-cyclopropylphenyl)propan-2-yl)-3-(2-(2,6-dioxopiperidin-3-yl)-1-oxoisoindolin-5-yl)urea C1(CC1)C1=CC=C(C=C1)C(C)(C)NC(=O)NC=1C=C2CN(C(C2=CC1)=O)C1C(NC(CC1)=O)=O